C(C)(C)(C)NC(CN1CC2(C1)CCC(CC2)C(=O)O)=O 2-[2-(tert-butylamino)-2-oxo-ethyl]-2-azaspiro[3.5]nonane-7-carboxylic acid